N-((1r,4r)-4-methoxycyclohexyl)-6-(1H-pyrazol-4-yl)pyrazine-2-carboxamide COC1CCC(CC1)NC(=O)C1=NC(=CN=C1)C=1C=NNC1